COC(C1=C(C=CC(=C1)C1=CC=C2C(=C1)NC(C21CCOCC1)=O)C)=O 2-methyl-5-(2-oxo-2',3',5',6'-tetrahydrospiro[indoline-3,4'-pyran]-6-yl)benzoic acid methyl ester